methyl 3,5-dialloxybenzoate C(C=C)OC=1C=C(C(=O)OC)C=C(C1)OCC=C